(ethylsulfonyl)benzonitrile C(C)S(=O)(=O)C1=C(C#N)C=CC=C1